C(CCC)C(C(=O)N)(COC)CCCC dibutyl-3-methoxypropanamide